(E)-N-(4-(2-Cyano-6-(4-(dimethylamino)but-2-enoyl)-4,5,6,7-tetrahydrothieno[2,3-c]pyridin-4-yl)-3-(1-ethyl-3-(trifluoromethyl)-1H-pyrazol-4-yl)phenyl)methanesulfonamide C(#N)C1=CC2=C(CN(CC2C2=C(C=C(C=C2)NS(=O)(=O)C)C=2C(=NN(C2)CC)C(F)(F)F)C(\C=C\CN(C)C)=O)S1